[I].[Ag].[Cs] Cesium silver iodine